6-amino-2-ethoxy-9-(4-(((5-hydroxypentyl)amino)methyl)-2-methoxy-benzyl)-9H-purin-8-ol NC1=C2N=C(N(C2=NC(=N1)OCC)CC1=C(C=C(C=C1)CNCCCCCO)OC)O